[Br-].C1(=CC=CC=C1)P(C1=CC=CC=C1)C1=CC=CC=C1.C1(=CC=CC=C1)P(C1=CC=CC=C1)C1=CC=CC=C1.C1(=CC=CC=C1)P(C1=CC=CC=C1)C1=CC=CC=C1.[Cu+2].[Br-] copper tri(triphenylphosphine) bromide